tert-Butyl (1S,4S)-5-[4-[4-(difluoromethoxy)-2,3-difluoro-anilino]pyrido[3,2-d]pyrimidin-6-yl]-2,5-diazabicyclo[2.2.2]octane-2-carboxylate FC(OC1=C(C(=C(NC=2C3=C(N=CN2)C=CC(=N3)N3[C@@H]2CN([C@H](C3)CC2)C(=O)OC(C)(C)C)C=C1)F)F)F